BrC=1C=C(C(=C(N)C1)Cl)Cl 5-bromo-2,3-dichloroaniline